C(C)(C)NC(=O)C=1N(C=CN1)CC=1SC(=CC1)C1=NOC(=N1)C(F)(F)F N-isopropyl-1-[[5-[5-(trifluoromethyl)-1,2,4-oxadiazol-3-yl]-2-thienyl]methyl]imidazole-2-carboxamide